S(=O)(=O)([O-])OCCN(CCO)CCO.[Na+] sodium 2,2',2''-nitrilotriethanol sulfate